ClC1=CC=C(C=C1)[C@@H]1N=C(N[C@@H]1C1=CC=C(C=C1)Cl)C1=C(C=C(C=C1)OC)OC(C)C (4S,5R)-4,5-bis(4-chlorophenyl)-2-(2-isopropoxy-4-methoxyphenyl)-4,5-dihydro-1H-imidazole